OC1=C(C(=CC=C1)[N+](=O)[O-])N 1-hydroxy-2-amino-3-nitrobenzene